CC=1C=NC(=NC1)OC=1C=C(C=CC1)CP(OCC)(OCC)=O diethyl ({3-[(5-methylpyrimidin-2-yl)oxy]phenyl}methyl)phosphonate